FC=1C=C2C(=CNC(C2=CC1F)=O)[C@H](C)N(C(=O)C=1NC2=CC=CC=C2C1)CC(C)C (S)-N-(1-(6,7-difluoro-1-oxo-1,2-dihydroisoquinolin-4-yl)ethyl)-N-isobutyl-1H-indole-2-carboxamide